N,N',4,7-tetrakis[4,6-bis(N-butyl-N-(1,2,2,6,6-pentamethyl-4-piperidyl)amino)-1,3,5-triazin-2-yl]-4,7-diazadecan-1,10-diamine C(CCC)N(C1CC(N(C(C1)(C)C)C)(C)C)C1=NC(=NC(=N1)N(CCCC)C1CC(N(C(C1)(C)C)C)(C)C)NCCCN(CCN(CCCNC1=NC(=NC(=N1)N(CCCC)C1CC(N(C(C1)(C)C)C)(C)C)N(CCCC)C1CC(N(C(C1)(C)C)C)(C)C)C1=NC(=NC(=N1)N(CCCC)C1CC(N(C(C1)(C)C)C)(C)C)N(CCCC)C1CC(N(C(C1)(C)C)C)(C)C)C1=NC(=NC(=N1)N(CCCC)C1CC(N(C(C1)(C)C)C)(C)C)N(CCCC)C1CC(N(C(C1)(C)C)C)(C)C